tert-Butyl 2-((((9H-fluoren-9-yl)methoxy) carbonyl)amino)-4-(2-(methylamino) pyridin-4-yl)butanoate C1=CC=CC=2C3=CC=CC=C3C(C12)COC(=O)NC(C(=O)OC(C)(C)C)CCC1=CC(=NC=C1)NC